(2-(2-acrylamidoethoxy)ethyl)-3-(((2-acrylamidoethyl)carbamoyl)oxy)-N-methylprop-1-en-1-amine oxide C(C=C)(=O)NCCOCCC(=CCOC(NCCNC(C=C)=O)=O)[NH+](C)[O-]